ClC1=NC=CC(=C1[N+](=O)[O-])NC=1C=NN(C1)C 2-chloro-N-(1-methyl-1H-pyrazol-4-yl)-3-nitropyridin-4-amine